1-((3R,4R)-4-(2-chlorophenyl)-1-(2,2,2-trifluoroethyl)pyrrolidine-3-carbonyl)-4-fluoro-N-((R,Z)-4-(methylsulfonyl)but-3-en-2-yl)piperidine-4-carboxamide ClC1=C(C=CC=C1)[C@H]1[C@H](CN(C1)CC(F)(F)F)C(=O)N1CCC(CC1)(C(=O)N[C@H](C)\C=C/S(=O)(=O)C)F